BrC=1C=C(C=CC1)C=1C(=C(NC1)CC1CC1)CC1=CC(=C(C=C1)S(=O)(=O)N)F 4-((4-(3-bromophenyl)-2-(cyclopropylmethyl)-1H-pyrrol-3-yl)methyl)-2-fluorobenzenesulfonamide